8-(2-hydroxyethyl)-5-(piperazin-1-yl)-2,3-dihydro-1,4-benzodioxine OCCC1=CC=C(C2=C1OCCO2)N2CCNCC2